3-[(dimethylamino)methyl]-5-(trifluoromethyl)benzene-1,2-diamine CN(C)CC1=C(C(=CC(=C1)C(F)(F)F)N)N